C(N)(OC(C)CC(C=1C(=NC(=CC1OC)Cl)Cl)C(C)(C)C)=O (tert-butyl 4-(2,6-dichloro-4-methoxypyridin-3-yl) butan-2-yl) carbamate